OC(=O)C(F)(F)F.ONC(CCCCCCNC(C1=CC=CC=C1)=O)=O N-(7-(hydroxyamino)-7-oxoheptyl)benzamide TFA salt